5-(2-Bromoethoxy)-2-(2,6-dioxopiperidin-3-yl)isoindole-1,3-dione BrCCOC=1C=C2C(N(C(C2=CC1)=O)C1C(NC(CC1)=O)=O)=O